((8-Bromonaphthalen-1-yl)ethynyl)triisopropylsilane BrC=1C=CC=C2C=CC=C(C12)C#C[Si](C(C)C)(C(C)C)C(C)C